N-((S)-1-(((R)-1-((R)-4-(2-(dimethylamino)-2-oxoethyl)-4-(dimethylcarbamoyl)-6-oxo-1,3,2-dioxaborinan-2-yl)-3-methylbutyl)amino)-1-oxo-3-phenylpropan-2-yl)pyrazine-2-carboxamide CN(C(C[C@]1(OB(OC(C1)=O)[C@H](CC(C)C)NC([C@H](CC1=CC=CC=C1)NC(=O)C1=NC=CN=C1)=O)C(N(C)C)=O)=O)C